C(C=C)(=O)O[C@H]1[C@@]2(CC[C@H](C1(C)C)C2)C (1R,2S,4S)-1,3,3-trimethylbicyclo[2.2.1]heptan-2-yl acrylate